NC=1N=NC(=CC1C#CC1CCN(CC1)CC1CCC(CC1)C(=O)O)C1=C(C=CC=C1)O (1r,4r)-4-((4-((3-amino-6-(2-hydroxyphenyl)pyridazin-4-yl)ethynyl)piperidin-1-yl)methyl)cyclohexane-1-carboxylic acid